2-Dimethylamino-N-(4,4-dimethyl-pentyl)-4-methyl-6-morpholin-4-yl-pyridine-3-carboxylic acid amide CN(C1=NC(=CC(=C1C(=O)NCCCC(C)(C)C)C)N1CCOCC1)C